N1C(N2C=3C(C=CC=CC13)C(CC2)=O)=O 1,3,4,5a-tetrahydro-1,2a-diazabenzo[cd]azulen-2,5-dione